1-[2-Methoxy-1-(3-trifluoromethyl-phenyl)-ethyl]-3-spiro[2.3]hex-5-yl-urea COCC(C1=CC(=CC=C1)C(F)(F)F)NC(=O)NC1CC2(CC2)C1